FC1=C(C(=C(C(=C1F)F)F)F)CCCCO 2,3,4,5,6-pentafluorobenzenebutanol